[C].N1=C(C)C(O)=C(C=O)C(CO)=C1 pyridoxal carbon